N(=C=O)C1CC(CC(C1)(C)C)(C)CN=C=O isocyanato-3-isocyanatomethyl-3,5,5-trimethyl-cyclohexane